FC(C=1C=C(C=CC1F)C=1C=C2C(=NC1)C=NN2CC(=O)NN)F 2-(6-(3-(difluoromethyl)-4-fluorophenyl)-1H-pyrazolo[4,3-b]pyridin-1-yl)acetohydrazide